FC1(CN(CC1)CC1CN2C(OC1)=C(C(=N2)C2=C(C=CC=C2)F)C(=O)N[C@@H]2C(NC1=C(C(=N2)C2=CC=CC=C2)C=CC=C1F)=O)F 6-[(3,3-difluoropyrrolidin-1-yl)methyl]-N-[(3S)-9-fluoro-2-oxo-5-phenyl-1,3-dihydro-1,4-benzodiazepine-3-yl]-2-(2-fluorophenyl)-6,7-dihydro-5H-pyrazolo[5,1-b][1,3]Oxazine-3-carboxamide